[Zn+].C1=2C3=C(C(N1)=CC=1C4=C(C(N1)=CC1=C5C(=C(N1)C=C1C6=C(C(=N1)C2)C=CC=C6)C=CC=C5)C=CC=C4)C=CC=C3 Tetrabenzoporphine zinc (I)